N-methyl-Urea CNC(=O)N